7-(2-(3-phenoxyphenyl)propionyl)-7H-pyrrolo[2,3-d]pyrimidine O(C1=CC=CC=C1)C=1C=C(C=CC1)C(C(=O)N1C=CC2=C1N=CN=C2)C